Ethyl 1-(5-{5-[6-ethoxy-5-(trifluoromethyl)pyridin-3-yl]-7-[(3-methoxy-2,2-dimethylpropyl) (methyl)amino]-1H-imidazo[4,5-b]pyridin-2-yl}pyrazin-2-yl)piperidine-4-carboxylate C(C)OC1=C(C=C(C=N1)C1=CC(=C2C(=N1)N=C(N2)C=2N=CC(=NC2)N2CCC(CC2)C(=O)OCC)N(C)CC(COC)(C)C)C(F)(F)F